COC(OC)OC(OC)OC bis-dimethoxymethyl ether